BrC(CCCCCNCC1=C(C2=C(C=CC(=NO2)O)C=C1)O)C 8-(((6-Bromoheptyl)amino)methyl)-3,9-dihydroxybenzo[5,6]oxazepin